ClC=1C=C(C=CC1Cl)N=NC1=CC(=C(C=C1)Cl)Cl 3,4,3',4'-tetrachloroazobenzene